COC1=C(C=C(C=C1)C)[C@@]1([C@@H](C1)C1=CC=C(C=C1)OC)C(=O)NS(=O)(=O)C=1C=2C=CC(=NC2C=CC1)C |r| rac-(1r,2s)-1-(2-methoxy-5-methylphenyl)-2-(4-methoxyphenyl)-N-(2-methylquinoline-5-sulfonyl)cyclopropane-1-carboxamide